1,2-bis[dimethyl(vinyl)silyl]ethane C[Si](CC[Si](C=C)(C)C)(C=C)C